BrC1=C(C=C(C=C1)[N+](=O)[O-])S(=O)(=O)NC(C)(C)C 2-bromo-N-tert-butyl-5-nitrobenzenesulfonamide